N1=C(N=CC=2NC=3N(C12)C1(CN3)CCCCC1)N 5',7'-dihydrospiro[cyclohexane-1,8'-imidazo[1,2-e]purine]-2'-amine